C(C=C)(=O)OCC(C(C(=O)N1[C@@H](CN(CC1)C)C(=O)O[C@H](CCC1=CC(=C(C=C1)OC)OC)C1=CC(=CC=C1)OCC(=O)OC(C)(C)C)=O)(C)C (R)-1-(3-(2-(tert-butoxy)-2-oxoethoxy)phenyl)-3-(3,4-dimethoxyphenyl)propyl (S)-1-(4-(acryloyloxy)-3,3-dimethyl-2-oxobutanoyl)-4-methylpiperazine-2-carboxylate